C(C)C1=CC=C(C=C1)C1=NC2=CC=CC=C2C=C1 2-(4-ethylphenyl)quinoline